C1(CC1)C(CN)CC1=C(C=C(C=C1)F)F 2-cyclopropyl-3-(2,4-difluorophenyl)propan-1-amine